NC=1C(N(C2=C(N1)SC(=C2)CO)C2=CC1=C(OCCN1C1=CC=CC=C1)C=C2)=O 3-amino-6-(hydroxymethyl)-1-(4-phenyl-3,4-dihydro-2H-benzo[b][1,4]oxazin-6-yl)thieno[2,3-b]pyrazin-2(1H)-one